ClC1=C(C(=O)N2CCC(CC2)OC)C=CC(=C1)C1=NNC2=NC=C(C=C21)C=2C=CC1=C(CCC(CC1)(N1[C@@H](CCC1)C)C)C2 1-[2-Chloro-4-(5-{7-methyl-7-[(2R)-2-methylpyrrolidin-1-yl]-6,7,8,9-tetrahydro-5H-benzo[7]annulen-2-yl}-1H-pyrazolo[3,4-b]pyridin-3-yl)benzoyl]-4-methoxypiperidine